N-[[1-(2-chloroethyl)-2-iodo-indol-5-yl]methyl]-N-tetrahydropyran-4-yl-carbamic acid tert-butyl ester C(C)(C)(C)OC(N(C1CCOCC1)CC=1C=C2C=C(N(C2=CC1)CCCl)I)=O